O=C([C@H](CC1=CC=CC=C1)NC(OCC1=CC=CC=C1)=O)N[C@@H](CC1=CC=CC=C1)\C=C\C1=NC=CC=C1 benzyl ((S)-1-oxo-3-phenyl-1-(((S,E)-1-phenyl-4-(pyridin-2-yl)-but-3-en-2-yl)amino)propan-2-yl)carbamate